FC1=NC(=CC=C1C=1SC=2C(N(CCC2N1)C(=O)OC(C)(C)C)=O)N1C[C@H](CCC1)F tert-butyl (S)-2-(2-fluoro-6-(3-fluoropiperidin-1-yl) pyridin-3-yl)-4-oxo-6,7-dihydrothiazolo[5,4-c]pyridine-5(4H)-carboxylate